ClC=1C=C2C=CN(C2=C(C1)C1=C2C(=NC=C1)C=C(S2)CN2C(N(C=C(C2=O)Cl)CC2CC2)=O)CC2(CCNCC2)C#N 4-((5-chloro-7-(2-((5-chloro-3-(cyclopropylmethyl)-2,6-dioxo-3,6-dihydropyrimidin-1(2H)-yl)methyl)thieno[3,2-b]pyridin-7-yl)-1H-indol-1-yl)methyl)piperidine-4-carbonitrile